N1=C(C=CC2=CC=CC=C12)C(=O)N CHINOLIN-CARBOXAMID